1'-(6-amino-5-((2-amino-3-chloropyridin-4-yl)thio)pyrazin-2-yl)-5-bromo-1,3-dihydro-spiro[indene-2,4'-piperidin]-1-amine NC1=C(N=CC(=N1)N1CCC2(CC1)C(C1=CC=C(C=C1C2)Br)N)SC2=C(C(=NC=C2)N)Cl